[1-ethyl-5-methoxy-6-(1H-1,2,3,4-tetrazol-5-yl)-1H-imidazo[4,5-b]pyridin-2-yl](phenyl)(pyrimidin-4-yl)methanol C(C)N1C(=NC2=NC(=C(C=C21)C2=NN=NN2)OC)C(O)(C2=NC=NC=C2)C2=CC=CC=C2